ClC=1C=C(C=NC1N1N=CC=N1)NC(=O)C=1C=NN(C1C(F)(F)F)C1=C2C=CN=C(C2=CC=C1)[C@@H](C)O (R)-N-(5-Chloro-6-(2H-1,2,3-triazol-2-yl)pyridin-3-yl)-1-(1-(1-hydroxyethyl)-isochinolin-5-yl)-5-(trifluoromethyl)-1H-pyrazol-4-carboxamid